S1C(=NCC1)N1CC(C1)SC1=C(N2C(C(C2S1)[C@@H](C)O)=O)C(=O)[O-] 3-((1-(4,5-dihydrothiazol-2-yl)azetidin-3-yl)thio)-6-((R)-1-hydroxyethyl)-7-oxo-4-thia-1-azabicyclo[3.2.0]hept-2-ene-2-carboxylate